CC1=C(C=NC=C1)C=1C=C/2C(=CN1)NC(\C2=C(\C)/NC2=NN(C=C2)C2CCOCC2)=O (Z)-5-(4-Methylpyridin-3-yl)-3-(1-((1-(tetrahydro-2H-pyran-4-yl)-1H-pyrazol-3-yl)amino)ethylidene)-1H-pyrrolo[2,3-c]pyridin-2(3H)-one